C(C)(C)(C)OC(=O)N[C@H](CCSC)C(=O)O (tert-butoxycarbonyl)-D-methionine